P(=O)(OCC(OC)OC)(OCC(OC)OC)[O-] bis(dimethoxyethyl) phosphate